(Z)-1-(2-fluoro-4-(1-(4-(trifluoromethoxy)phenyl)-1H-1,2,4-triazol-3-yl)phenyl)-3-(3-(5-methyl-2-(trifluoromethyl)phenyl)-4-oxothiazolidin-2-ylidene)urea FC1=C(C=CC(=C1)C1=NN(C=N1)C1=CC=C(C=C1)OC(F)(F)F)NC(=O)\N=C\1/SCC(N1C1=C(C=CC(=C1)C)C(F)(F)F)=O